tert-butyl (3-(2-amino-8-(3-((3-(hydroxymethyl)azetidin-1-yl)sulfonyl)phenyl)-N-propyl-3H-benzo[b]azepine-4-carboxamido)propyl)(methyl)carbamate NC=1CC(=CC2=C(N1)C=C(C=C2)C2=CC(=CC=C2)S(=O)(=O)N2CC(C2)CO)C(=O)N(CCC)CCCN(C(OC(C)(C)C)=O)C